6-amino-2-cyclopropyl-5-(3-hydroxy-2,6-dimethylphenyl)-3-methyl-4-oxo-4,5-dihydrothieno[3,2-c]pyridine-7-carboxamide NC1=C(C2=C(C(N1C1=C(C(=CC=C1C)O)C)=O)C(=C(S2)C2CC2)C)C(=O)N